N[C@H](C1CCN(CC1)C(=O)C=1C=CC(N(C1)C)=O)C1=C(C=C(C(=C1)Cl)C)O 5-[4-[(R)-amino(5-chloro-2-hydroxy-4-methylphenyl)methyl]piperidine-1-carbonyl]-1-methylpyridin-2(1H)-one